6-((3-((4,5-dimethylthiazol-2-yl)carbamoyl)-2-methylphenyl)amino)hexanoic acid CC=1N=C(SC1C)NC(=O)C=1C(=C(C=CC1)NCCCCCC(=O)O)C